FC(C(=O)O)(F)F.ClC1=C(C=CC(=C1NC=1C(=C2C(N(C=NC2=CC1)C)=O)C#N)F)NS(=O)(=O)N1CCCC1 N-(2-chloro-3-((5-cyano-3-methyl-4-oxo-3,4-dihydroquinazolin-6-yl)amino)-4-fluorophenyl)pyrrolidine-1-sulfonamide trifluoroacetate